CC1(CN(CCN1)C1=NC=C(C(=N1)OCC)C(=O)NC=1N=CC=2N(C1)C=C(N2)C)C (3,3-dimethylpiperazin-1-yl)-4-ethoxy-N-{2-methylimidazo[1,2-a]pyrazin-6-yl}pyrimidine-5-carboxamide